NCC1=CC=C(C=C1)CSC1=C(C(=NN1C(=O)C=1OC=CC1)C1C(N(CCC1C)CC(=O)N1CCOCC1)=O)OC 3-[5-({[4-(aminomethyl)phenyl]methyl}sulfanyl)-1-(furan-2-carbonyl)-4-methoxy-1H-pyrazol-3-yl]-4-methyl-1-[2-(morpholin-4-yl)-2-oxoethyl]piperidin-2-one